(2-chlorophenyl)-2-(2-hydroxybenzyloxy)acetamide Methyl-(2S)-2-[[(2S)-2-[(4-methoxy-1H-indole-2-carbonyl)amino]-4-methyl-pentanoyl]amino]-3-(3-methylimidazol-4-yl)propanoate COC([C@H](CC=1N(C=NC1)C)NC([C@H](CC(C)C)NC(=O)C=1NC2=CC=CC(=C2C1)OC)=O)=O.ClC1=C(C=CC=C1)C(C(=O)N)OCC1=C(C=CC=C1)O